10-decyloxy-9,10-dihydro-9-oxa-10-phosphaphenanthrene-10-oxide C(CCCCCCCCC)OP1(OC2=CC=CC=C2C=2C=CC=CC12)=O